S(C1(C(CCCC1)C(=O)O)C(=O)O)C1(C(CCCC1)C(=O)O)C(=O)O thiobis(cyclohexane-1,2-dicarboxylic acid)